C(CC)(=O)OCCCCCCCCCCCCCCCCCCSCCCCCCCCCCCCCCCCCCOC(CC)=O thiobis(octadecyl) dipropionate